Cl.CC(C(=O)O)(CN1C(N2C(CNCC2)C1)=S)C 2,2-dimethyl-3-(3-thioxohexahydroimidazo[1,5-a]pyrazin-2(3H)-yl)propanoic acid hydrochloride